7-deaza-7-propargylaminoguanine C(C#C)NC1C=NC=2N=C(NC(C12)=O)N